1-[6-(1,1-Difluorobutyl)-3,3-dimethyl-1H,2H,3H-pyrrolo[3,2-b]pyridin-1-yl]-2-[(2R,5R)-2-{[(2R,6S)-2,6-dimethylmorpholin-4-yl]methyl}-5-methylpiperazin-1-yl]ethan-1-one dihydrochloride Cl.Cl.FC(CCC)(F)C=1C=C2C(=NC1)C(CN2C(CN2[C@H](CN[C@@H](C2)C)CN2C[C@H](O[C@H](C2)C)C)=O)(C)C